N-methyl-2-(piperazin-1-yl)-5-(trifluoromethyl)nicotinamide hydrochloride Cl.CNC(C1=C(N=CC(=C1)C(F)(F)F)N1CCNCC1)=O